(2S,3S)-2-amino-3-phenylbutanoic acid hydrochloride salt Cl.N[C@H](C(=O)O)[C@@H](C)C1=CC=CC=C1